OC1CCN(CC1)C1CC(C1)OC1CCN(CC1)C(=O)OCC1=CC=CC=C1 benzyl 4-[3-(4-hydroxy-1-piperidyl)cyclobutoxy]piperidine-1-carboxylate